copper 2-amino-5-methylbenzoate NC1=C(C(=O)[O-])C=C(C=C1)C.[Cu+2].NC1=C(C(=O)[O-])C=C(C=C1)C